N-[3-[[(1R)-2-[(8-Aminoimidazo[1,2-a]pyridin-6-yl)methoxy]-1-methyl-ethyl]carbamoyl]-5-chloro-pyrazolo[1,5-a]pyrimidin-7-yl]-N-methyl-carbamic acid tert-butyl ester C(C)(C)(C)OC(N(C)C1=CC(=NC=2N1N=CC2C(N[C@@H](COCC=2C=C(C=1N(C2)C=CN1)N)C)=O)Cl)=O